ClC=1C=CC2=C([C@](OC(N2)=O)(C(F)(F)F)C#CC2CC2)C1 (S)-6-chloro-4-(cyclopropylethynyl)-1,4-dihydro-4-(trifluoromethyl)-2H-3,1-benzoxazine-2-one